BrC1=C2C=NN(C(C2=CC=C1)=O)C 5-Bromo-2-methylphthalazin-1(2H)-one